(5-(4-(trifluoromethyl)phenyl)hexahydrocyclopenta[c]pyrrol-2(1H)-yl)methanone FC(C1=CC=C(C=C1)C1CC2C(CN(C2)C=O)C1)(F)F